oxo-benzopyran-4-acetic acid O=C(C(=O)O)C1=CCOC2=C1C=CC=C2